C(#CC)C=1N(C=CN1)C(=O)[O-] 2-propyn-1-yl-imidazole-1-carboxylate